N-(8-amino-6-chloro-2,7-naphthyridin-3-yl)-2-cyano-acetamide NC=1N=C(C=C2C=C(N=CC12)NC(CC#N)=O)Cl